CN(C1=CC=C(C=N1)CN1CCN(CC1)C1=CC=C(C=N1)C1=CC(=CC=2N1C(=CN2)C#N)C=2C=NN(C2)C)C 5-(6-(4-((6-(dimethylamino)pyridin-3-yl)methyl)piperazin-1-yl)pyridin-3-yl)-7-(1-methyl-1H-pyrazol-4-yl)imidazo[1,2-a]pyridine-3-carbonitrile